N[C@H]1CS(C2=C(N(C1=O)CC1=CC=C(C=C1)Cl)C=C(C=C2)C=2OC(=NN2)C(C)(C)C)(=O)=O (3R)-3-amino-7-(5-tert-butyl-1,3,4-oxadiazol-2-yl)-5-[(4-chlorophenyl)methyl]-1,1-dioxo-2,3-dihydro-1λ6,5-benzothiazepin-4-one